P(=O)(OCC)(OCC)OC(=CN(C)C)C(CC1NC(CC2=CC(=C(C=C12)Cl)OCCCOC)C(C)(C)C)=O diethyl (4-(3-(tert-butyl)-7-chloro-6-(3-methoxypropoxy)-1,2,3,4-tetrahydroisoquinolin-1-yl)-1-(dimethylamino)-3-oxobut-1-en-2-yl) phosphate